C(CC)(=O)C1CN(C1)C(=O)OC(C)(C)C tert-butyl 3-propionylazetidine-1-carboxylate